ClC=1C(=C2C(=NC1)NC(=N2)C2=CC=C(C=C2)N2CCN(CC2)CC=2C=NC=CC2)NC2CCN(CC2)C 6-Chloro-N-(1-methylpiperidin-4-yl)-2-{4-[4-(pyridin-3-ylmethyl)piperazin-1-yl]phenyl}-3H-imidazo[4,5-b]pyridin-7-amine